FC1(CN(CC1)CC1=CC=C(C=C1)[S@](=O)(N)=NC(NC1=C2CCCC2=CC=2CCCC12)=O)F |o1:13| (S) or (R)-4-((3,3-difluoropyrrolidin-1-yl)methyl)-N'-((1,2,3,5,6,7-hexahydro-s-indacen-4-yl)carbamoyl)benzenesulfonimidamide